9,9-difluoro-9H-fluorene-3-carboxylic acid FC1(C2=CC=CC=C2C=2C=C(C=CC12)C(=O)O)F